N-(bicyclo[1.1.1]pentan-1-yl)-6-(5-cyanopyridin-2-yl)-1-(2-morpholinoethyl)-2-oxo-1,2-dihydro-1,8-naphthyridine-3-carboxamide C12(CC(C1)C2)NC(=O)C=2C(N(C1=NC=C(C=C1C2)C2=NC=C(C=C2)C#N)CCN2CCOCC2)=O